(R)-N-(1-(1-(naphthalen-1-yl)ethyl)piperidin-4-yl)-N-(2-oxo-2-(2-propynylhydrazino)ethyl)methanesulfonamide C1(=CC=CC2=CC=CC=C12)[C@@H](C)N1CCC(CC1)N(S(=O)(=O)C)CC(NNC#CC)=O